NCCCCCCCCCN=C=O aminononyl isocyanate